N-(4-t-butyl-2-benzothienyl)-4-t-butylbiphenylamine C(C)(C)(C)C1=CC=CC2=C1C=C(S2)NC=2C(=CC=C(C2)C(C)(C)C)C2=CC=CC=C2